1-(2-naphthyl)-ethyl-tris(dimethylamino)tin C1=C(C=CC2=CC=CC=C12)C(C)[Sn](N(C)C)(N(C)C)N(C)C